1-(2,4-difluorophenyl)-3-methyl-1H-benzo[g]indazol-5-ol FC1=C(C=CC(=C1)F)N1N=C(C2=CC(=C3C(=C12)C=CC=C3)O)C